5-(2-Isopropyl-4,5-dimethoxy-benzyl)-N2-pyrimidin-2-yl-pyrimidine-2,4-diamine C(C)(C)C1=C(CC=2C(=NC(=NC2)NC2=NC=CC=N2)N)C=C(C(=C1)OC)OC